C(C)OC1=C(OCC2OC2)C=CC=C1 2-((2-ethoxyphenoxy)methyl)oxirane